N-(methoxymethyl)-N-{4-(trifluoromethyl)phenyl}-3-(ethylsulfonyl)-6-(trifluoromethyl)imidazo[1,2-a]pyridine-2-carboxamide COCN(C(=O)C=1N=C2N(C=C(C=C2)C(F)(F)F)C1S(=O)(=O)CC)C1=CC=C(C=C1)C(F)(F)F